COC(C1=C(C=C(C(=C1)N)NC)C)=O 5-amino-2-methyl-4-(methylamino)benzoic acid methyl ester